NCC(CN1N=CN(C1=O)C1=CC(=C(C=C1)C=1C=NC(=CC1)N(C)C)F)=C(F)F 2-[2-(aminomethyl)-3,3-difluoro-allyl]-4-[4-[6-(dimethylamino)-3-pyridinyl]-3-fluoro-phenyl]-1,2,4-triazol-3-one